C1(CCC1)N1N=CC(=C1)C1=NN2C(=NC=3C=CC=CC3C2=N1)N[C@H]1C(NCCCC1)=O (3R)-3-{[2-(1-cyclobutyl-1H-pyrazol-4-yl)[1,2,4]triazolo[1,5-c]quinazolin-5-yl]amino}azepan-2-one